iron(III) 5,10,15,20-tetraphenyl-porphyrin C1(=CC=CC=C1)C=1C2=CC=C(N2)C(=C2C=CC(C(=C3C=CC(=C(C=4C=CC1N4)C4=CC=CC=C4)N3)C3=CC=CC=C3)=N2)C2=CC=CC=C2.[Fe+3]